C(CCCCCCCCCCC)OS(=O)(=O)C1=CC=CC=C1.C(C)(C)N Isopropyl-Amine Dodecylbenzenesulfonate